6-(1-((S)-1-acryloylpyrrolidin-3-yl)-1H-pyrazol-4-yl)-7-(2,4-difluoro-6-isopropoxyphenyl)thieno[3,2-c]pyridin-4-yl trifluoromethanesulfonate FC(S(=O)(=O)OC1=NC(=C(C2=C1C=CS2)C2=C(C=C(C=C2OC(C)C)F)F)C=2C=NN(C2)[C@@H]2CN(CC2)C(C=C)=O)(F)F